1-ethyl-3-methylimidazolebisamide C(C)N1C(N(C(=C1)C(=O)N)C)C(=O)N